FC(OC=1C=C(C=CC1)C1=NN2C=NC=3C=CC=CC3C2=N1)(F)F 2-[3-(trifluoromethoxy)phenyl][1,2,4]triazolo[1,5-c]quinazolin